ethyl 4-({[1-({3,4-difluoro-2-[(2-fluoro-4-iodophenyl)amino]phenyl}carbonyl)-3-hydroxyazetidin-3-yl]methyl}amino)piperidine-1-carboxylate FC=1C(=C(C=CC1F)C(=O)N1CC(C1)(O)CNC1CCN(CC1)C(=O)OCC)NC1=C(C=C(C=C1)I)F